Cl[Al] Chloroaluminium